2,6-Dimethoxy-4-(5-phenyl-4-(thiophen-2-yl)-1H-imidazol-2-yl)phenyl 3-(piperidin-1-yl)-8-azabicyclo[3.2.1]octane-8-carboxylate N1(CCCCC1)C1CC2CCC(C1)N2C(=O)OC2=C(C=C(C=C2OC)C=2NC(=C(N2)C=2SC=CC2)C2=CC=CC=C2)OC